8-(benzylamino)-9-fluoro[2]benzoxepino[3,4-f]-1,3-benzodioxol-11(6H)-one C(C1=CC=CC=C1)NC1=CC2=C(C(C=3C(=CC4=C(OCO4)C3)OC2)=O)C=C1F